FC1=CC=C(C=C1)N1C(=C(C2=C1C=C1C=NN(C1=C2)C(C(C)(C)C)=O)C2=CC=C(C=C2)C(C(F)(F)F)O)C2CCOCC2 1-[5-(4-fluorophenyl)-6-tetrahydropyran-4-yl-7-[4-(2,2,2-trifluoro-1-hydroxy-ethyl)phenyl]pyrrolo[2,3-f]indazol-1-yl]-2,2-dimethyl-propan-1-one